C[C@H](CO)CC1=CC=2N(C=C1C)C=NN2 (S)-2-methyl-3-(6-methyl-[1,2,4]triazolo[4,3-a]pyridin-7-yl)propan-1-ol